CN(C1=CC=C(C=C1)NC1=CC=C(C=C1)N(C)C)C bis[4-(dimethylamino)phenyl]amine